(((((9H-fluoren-9-yl)methoxy)carbonyl)amino)methyl)-4-(4-chloro-2-Fluorophenyl)-3-(2,4-dichlorophenyl)-5-neopentylpyrrolidine-2-carboxylic acid C1=CC=CC=2C3=CC=CC=C3C(C12)COC(=O)NCN1C(C(C(C1CC(C)(C)C)C1=C(C=C(C=C1)Cl)F)C1=C(C=C(C=C1)Cl)Cl)C(=O)O